C(C)OC(=O)C1C2(CC2CN1)C 1-methyl-3-azabicyclo[3.1.0]Hexane-2-carboxylic acid ethyl ester